C(CCCCCC)OCOCCCC(CC(C)I)C 6-iodo-4-methylheptyl heptyloxymethyl ether